CC(CC)(CCCCCCCCCCCCCC)C=1NC(OC1)=O 4-(3-methylheptadecan-3-yl)oxazol-2(3H)-one